bromo-styrene BrC=CC1=CC=CC=C1